NC1C(N(CC1)C(=O)OCCCC)(C)C Butyl 3-amino-2,2-dimethylpyrrolidine-1-carboxylate